acrylamido-ethyltrimethoxysilane C(C=C)(=O)NCO[Si](OC)(OC)CC